CSC1=CC=C(CNC(=O)[C@H]2CN(CCC2)C=2C=3C(N=CN2)=NN(C3)C3=CC=C(C=C3)C(F)(F)F)C=C1 (R)-N-(4-(methylthio)benzyl)-1-(2-(4-(trifluoromethyl)phenyl)-2H-pyrazolo[3,4-d]pyrimidin-4-yl)piperidine-3-carboxamide